2-(Methoxymethyl)-N7-[cis-3-(trifluoromethoxy)cyclobutyl]pyrazolo[1,5-a]pyrimidine-3,7-dicarboxamide COCC1=NN2C(N=CC=C2C(=O)N[C@@H]2C[C@@H](C2)OC(F)(F)F)=C1C(=O)N